COC1=CC=C(C=N1)CN1C2CN(CC1C2)C2=CC=C(C=N2)C=2C=1N(C=C(C2)OCC=2OC=CN2)N=CC1C#N 4-(6-(6-((6-Methoxypyridin-3-yl)methyl)-3,6-diazabicyclo[3.1.1]hept-3-yl)pyridin-3-yl)-6-(oxazol-2-ylmethoxy)pyrazolo[1,5-a]pyridine-3-carbonitrile